(S)-3-methyl-1-(((3-methylbutan-2-yl)oxy)carbonyl)-1H-imidazol-3-ium iodide [I-].C[N+]1=CN(C=C1)C(=O)O[C@@H](C)C(C)C